FC=1C=C(C=CC1OC(F)(F)F)[C@@H](C(=O)N1CCN(CC1)C=1C2=C(N=CN1)[C@@H](C[C@H]2C)O)CN2CCN(CC2)C (R)-2-(3-fluoro-4-(trifluoromethoxy)phenyl)-1-(4-((5R,7R)-7-hydroxy-5-methyl-6,7-dihydro-5H-cyclopenta[d]pyrimidin-4-yl)piperazin-1-yl)-3-(4-methylpiperazin-1-yl)propan-1-one